C1(=CC=CC=C1)C1=NC(=NC(=N1)C1=CC=CC=C1)C1=C(C=CC=C1C1=NC(=NC(=N1)C1=CC=CC=C1)C1=CC=CC=C1)C1=C(C(=NC(=C1C1=CC=CC=C1)N1C2=CC=C(C=C2C=2C=C(C=CC12)C)C)N1C2=CC=C(C=C2C=2C=C(C=CC12)C)C)N1C2=CC=C(C=C2C=2C=C(C=CC12)C)C 9,9',9''-(4-(2,3-bis(4,6-diphenyl-1,3,5-triazin-2-yl)phenyl)-5-phenylpyridine-2,3,6-triyl)tris(3,6-dimethyl-9H-carbazole)